C(CCCCCCCCCCCCCCCCC)(=O)NC1=CC=CC=C1 stearic acid anilide